C(C)(C)C1C(C(CC1)(C)OC(C)=O)C acetic acid 3-isopropyl-1,2-dimethyl-cyclopentyl ester